C(C)(C)(C)OC([C@@H](NP(=O)(OC1=CC=CC=C1)OC1=C(C(=C(C(=C1F)F)F)F)F)C)=O ((perfluorophenoxy)(phenoxy)phosphoryl)-L-alanine tert-butyl ester